3,4-bisHydroxy-5-(hydroxymethyl)tetrahydrofuran-2-carbonitrile OC1C(OC(C1O)CO)C#N